ClC1=CC=C(CCN[C@H](C(=O)C2=CNC3=CC(=CC=C23)C2=CN=C(N2)C)C2=CC=CC=C2)C=C1 |r| (S)- and (R)-2-((4-chloro-phenethyl)amino)-1-(6-(2-methyl-1H-imidazol-5-yl)-1H-indol-3-yl)-2-phenylethan-1-one